BrC1=CC=C(C=C1)C1CCN(CC1)C=1C=C(C(=NC1)C#N)C(F)(F)F 5-(4-(4-bromophenyl)piperidin-1-yl)-3-(trifluoromethyl)pyridinecarbonitrile